6-(2,4-Dichlorophenyl)-8-ethyl-2-[[3-fluoro-4-(1-piperazinyl)phenyl]amino]pyrido[2,3-d]pyrimidin-7(8H)-one ClC1=C(C=CC(=C1)Cl)C1=CC2=C(N=C(N=C2)NC2=CC(=C(C=C2)N2CCNCC2)F)N(C1=O)CC